N-[(2-nitrophenyl)methylideneamino]thiophene-2-carboxamide [N+](=O)([O-])C1=C(C=CC=C1)C=NNC(=O)C=1SC=CC1